C1(CC1)CCN(C(=O)OCC1=C(C=NN1C)C1=CC=C(O[C@@H]2C[C@H](CCC2)C(=O)O)C=C1)C (1S,3S)-3-(4-(5-((((2-cyclopropylethyl)(methyl)carbamoyl)oxy)methyl)-1-methyl-1H-pyrazol-4-yl)phenoxy)cyclohexane-1-carboxylic acid